1-[4-(4-{[(1R)-1-(3-{1,1-difluoro-2-methyl-2-[(triethylsilyl)oxy]propyl}-2-fluorophenyl)ethyl]amino}-2,7-dimethylpyrido[2,3-d]pyrimidin-6-yl)piperazin-1-yl]ethan-1-one FC(C(C)(O[Si](CC)(CC)CC)C)(F)C=1C(=C(C=CC1)[C@@H](C)NC=1C2=C(N=C(N1)C)N=C(C(=C2)N2CCN(CC2)C(C)=O)C)F